(2-fluoro-4-methyl-phenyl)-4-[4-[(3S)-1-(3-fluoropropyl)pyrrolidin-3-yl]oxyphenyl]-2H-thiochromen-7-ol FC1=C(C=CC(=C1)C)C1SC2=CC(=CC=C2C(=C1)C1=CC=C(C=C1)O[C@@H]1CN(CC1)CCCF)O